C(N)(=O)C1=CC=C2C(=N1)C=C(N2CC2=CC=C(C=C2)B(O)O)C(C)C 4-((5-carbamoyl-2-isopropylpyrrolo[3,2-b]pyridin-1-yl)methyl)phenylboronic acid